C(CCC)OCCOO 2-butoxyethyl hydroperoxide